C1NCC12CC(C2)OC2=CC=C(C=C2)S(=O)(=O)NC=2C=CC(=C1C(=CNC21)Cl)Cl 4-((2-azaspiro[3.3]heptan-6-yl)oxy)-N-(3,4-dichloro-1H-indol-7-yl)benzenesulfonamide